4-vinyl-α,α-dimethylbenzeneacetic acid C(=C)C1=CC=C(C=C1)C(C(=O)O)(C)C